FC1=C(CNC=2OC=NN2)C=CC(=C1)F N-(2,4-difluorobenzyl)-1,3,4-oxadiazol-2-amin